(S)-1-Benzyl-N-(2-cyclobutyl-4-methyl-5-oxo-5,6,7,8-tetrahydro-4H-pyrazolo[1,5-a][1,3]diazepin-6-yl)-1H-1,2,4-triazol-3-carboxamid C(C1=CC=CC=C1)N1N=C(N=C1)C(=O)N[C@@H]1C(N(C=2N(CC1)N=C(C2)C2CCC2)C)=O